(5R,7R)-5-methyl-4-((S)-piperazin-1-yl)-6,7-dihydro-5H-cyclopenta[d]pyrimidin-7-ol C[C@@H]1C[C@H](C=2N=CN=C(C21)N2CCNCC2)O